((2-(2,6-dioxopiperidin-3-yl)-1-oxoisoindol-5-yl)methyl)pyrimidine-5-formamide O=C1NC(CCC1N1C(C2=CC=C(C=C2C1)CC1=NC=C(C=N1)C(=O)N)=O)=O